2-[3-fluoro-5-isobutyl-2-(2H-tetrazol-5-yl)phenyl]-5-(pyridazin-3-ylmethyl)-2,5-diazabicyclo[2.2.1]heptane FC=1C(=C(C=C(C1)CC(C)C)N1C2CN(C(C1)C2)CC=2N=NC=CC2)C=2N=NNN2